bis(2,4,6-trimethylbenzoyl)-isobutylphosphine oxide CC1=C(C(=O)P(CC(C)C)(C(C2=C(C=C(C=C2C)C)C)=O)=O)C(=CC(=C1)C)C